FC=1C=C(N2N=C(N=CC21)N[C@H]2[C@@H](CN(CC2)S(=O)(=O)C)O)C2=NC=CC=C2F (3R,4R)-4-((5-fluoro-7-(3-fluoropyridin-2-yl)pyrrolo[2,1-f][1,2,4]triazin-2-yl)amino)-1-(methylsulfonyl)piperidin-3-ol